ClC=1C=C(C(=O)NC=2[Se]C(=CN2)C(=O)NC2=C(C=CC=C2C)Cl)C=CC1 2-(3-chlorobenzoylamino)-N-(2-chloro-6-methylphenyl)-1,3-selenazole-5-carboxamide